6-azidohexan-1-ol N(=[N+]=[N-])CCCCCCO